C1(CCCC1)NC1=CC(=CC(=N1)N1C(C2=CC(=CC(=C2C1)C(F)(F)F)CNC)=O)C1(COC1)CC1=NN=CN1C 2-(6-(cyclopentylamino)-4-(3-((4-methyl-4H-1,2,4-triazol-3-yl)methyl)oxetan-3-yl)pyridin-2-yl)-6-((methylamino)methyl)-4-(trifluoromethyl)isoindolin-1-one